3,5-bis(trifluoromethyl)phenylisothiocyanate FC(C=1C=C(C=C(C1)C(F)(F)F)N=C=S)(F)F